Methyl (1S,3S)-3-((2-methyl-6-(1-methyl-5-((4-((E)-prop-1-en-1-yl)-1H-1,2,3-triazol-1-yl)methyl)-1H-1,2,3-triazol-4-yl)pyridin-3-yl)oxy)cyclohexane-1-carboxylate CC1=NC(=CC=C1O[C@@H]1C[C@H](CCC1)C(=O)OC)C=1N=NN(C1CN1N=NC(=C1)\C=C\C)C